C(#N)C1=CC(=C(C=C1)NS(=O)(=O)C1=CNC(=C1)C1=CC(=CC=C1)N(C)C)F N-(4-cyano-2-fluorophenyl)-5-[3-(dimethylamino)phenyl]-1H-pyrrole-3-sulfonamide